C(C1=CC=CC=C1)N([C@H]1C[C@H](NC1)C(=O)O)C (2s,4s)-4-(benzyl-(methyl)amino)pyrrolidine-2-carboxylic acid